BrC=1C=C2C(N(C(C2=CC1CN1CCNCC1)=O)C1C(NC(CC1)=O)=O)=O 5-bromo-2-(2,6-dioxopiperidin-3-yl)-6-(piperazin-1-ylmethyl)isoindoline-1,3-dione